tert-butyl (N-(2-(1-(7-methoxy-6-(2-methoxyethoxy)quinolin-4-yl)piperidin-4-yl)propyl)sulfamoyl)carbamate COC1=C(C=C2C(=CC=NC2=C1)N1CCC(CC1)C(CNS(=O)(=O)NC(OC(C)(C)C)=O)C)OCCOC